OCCOCCOCCNC(OC(C)(C)C)=O 1-Tert-Butyl (2-(2-(2-hydroxyethoxy)ethoxy)ethyl)carbamate